dodeca-9-ene-4,5-dicarboxylic anhydride CCCC1C(CCCC=CCC)C(=O)OC1=O